C(#N)C=1C=C(C=CC1)C=1C=C2CN(CC2=CC1)C(=O)[C@H]1N(CCC1)C#N (S)-2-(5-(3-cyano-phenyl)isoindoline-2-carbonyl)pyrrolidine-1-carbonitrile